(N-(3-(1-(cyclopentylmethyl)-5-methyl-1H-pyrazol-4-yl)-6-(8-(thiazolo[5,4-b]pyridin-2-ylcarbamoyl)-3,4-dihydroisoquinolin-2(1H)-yl)picolinoyl)sulfamoyl)hexanoic acid C1(CCCC1)CN1N=CC(=C1C)C=1C(=NC(=CC1)N1CC2=C(C=CC=C2CC1)C(NC=1SC2=NC=CC=C2N1)=O)C(=O)NS(=O)(=O)C(C(=O)O)CCCC